N[C@H](C(=O)N1[C@@H]([C@H]2C([C@H]2C1)(C)C)C(=O)N[C@H](C(=O)N)C[C@H]1C(NC2(CC2)C1)=O)[C@@H](C)OC(C)(C)C (1R,2S,5S)-3-[(2S,3R)-2-amino-3-tert-butoxy-butanoyl]-N-[(1S)-2-amino-2-oxo-1-[[(6R)-5-oxo-4-azaspiro[2.4]heptan-6-yl]methyl]ethyl]-6,6-dimethyl-3-azabicyclo[3.1.0]hexane-2-carboxamide